FC(C1=NN=C(O1)C=1C=CC(=NC1)CN1C(OC2=C1C=CC(=C2)C=2C=NC=CC2)=O)F 3-((5-(5-(difluoromethyl)-1,3,4-oxadiazole-2-yl)pyridine-2-yl)methyl)-6-(pyridine-3-yl)benzo[d]oxazole-2(3H)-one